(±)-3-(1-methyl-6-(piperidin-4-yl)-1H-indazol-3-yl)piperidine-2,6-dione hydrochloride Cl.CN1N=C(C2=CC=C(C=C12)C1CCNCC1)[C@@H]1C(NC(CC1)=O)=O |r|